1,3,6,8-tetra-(4-methoxyphenyl)-2-hydroxypyrene COC1=CC=C(C=C1)C1=C(C(=C2C=CC3=C(C=C(C4=CC=C1C2=C34)C3=CC=C(C=C3)OC)C3=CC=C(C=C3)OC)C3=CC=C(C=C3)OC)O